(R)-N-(4-(4-amino-7-methyl-7H-pyrrolo[2,3-d]pyrimidin-5-yl)-3-fluorophenyl)-2-(3-fluorophenyl)-2-hydroxyacetamide NC=1C2=C(N=CN1)N(C=C2C2=C(C=C(C=C2)NC([C@H](O)C2=CC(=CC=C2)F)=O)F)C